C1OCC2C1CN(C2)C=2C=C(CN1CCN(CC1)C(=O)N1N=C(C=C1)C(=O)O)C=CC2C(F)(F)F 1-(4-(3-(tetrahydro-1H-furo[3,4-c]pyrrol-5(3H)-yl)-4-(trifluoromethyl)benzyl)piperazine-1-carbonyl)-1H-pyrazole-3-carboxylic acid